2-{[rel-(2R,3R)-3-(2-chlorophenyl)-2-(2,4-difluorophenyl)oxiran-2-yl]methyl}-2,4-dihydro-3H-1,2,4-triazol-3-thione ClC1=C(C=CC=C1)[C@@H]1[C@@](O1)(C1=C(C=C(C=C1)F)F)CN1N=CNC1=S |o1:7,8|